5-(1-isopropylbenzotriazol-5-yl)-3-(2-methoxyphenyl)-1,2,4-oxadiazole C(C)(C)N1N=NC2=C1C=CC(=C2)C2=NC(=NO2)C2=C(C=CC=C2)OC